(2S)-1-(2-methylpropane-2-sulfonyl)-2-(trifluoromethyl)piperidine-4-carboxylic acid CC(C)(C)S(=O)(=O)N1[C@@H](CC(CC1)C(=O)O)C(F)(F)F